FC(C1=NN(C=C1)C1=NC(=NC(=C1)N1N=C(C=C1)C(F)(F)F)NS(=O)(=O)C1=CC=CC=C1)(F)F N-[4,6-bis[3-(trifluoromethyl)pyrazol-1-yl]pyrimidin-2-yl]benzenesulfonamide